NCC=1C=C(C=CC1)C=1C(=NC(=C(N1)C)C=1C=NC=C(C1)Cl)CO (3-(3-(aminomethyl)phenyl)-6-(5-chloropyridin-3-yl)-5-methylpyrazin-2-yl)methanol